cis-tert-butyl 1-((2H-1,2,3-triazol-2-yl)methyl)-3-methyl-6-azabicyclo[3.1.1]heptane-6-carboxylate N=1N(N=CC1)CC12CC(CC(N1C(=O)OC(C)(C)C)C2)C